FC(C(=O)[O-])(F)F.NC(=O)C1=CC=CC2=CN(N=C12)C1=CC=C(C(=O)NCC[NH+]2CCCC2)C=C1 1-[2-({4-[7-(aminocarbonyl)-2H-indazol-2-yl]benzoyl}amino)ethyl]pyrrolidinium trifluoroacetate